(3R,4R)-1-Cyclohexyl-4-{[5-(2,4-difluoro-phenyl)-isoxazole-3-carbonyl]-amino}-piperidine-3-carboxylic acid ((R)-1-cyclobutyl-ethyl)-amide C1(CCC1)[C@@H](C)NC(=O)[C@@H]1CN(CC[C@H]1NC(=O)C1=NOC(=C1)C1=C(C=C(C=C1)F)F)C1CCCCC1